ClC=1C(=NN(C1C)C=1C=C(C(=O)N(C)C=2C=CC3=C(N=C(O3)OC)C2)C=CC1)C 3-(4-chloro-3,5-dimethyl-pyrazol-1-yl)-N-(2-methoxy-1,3-benzoxazol-5-yl)-N-methyl-benzamide